7-hydroxy-2-methyl-2-(2-oxopropyl)-5-pentyl-8-(m-tolyl)-4H-benzo[d][1,3]dioxin-4-one OC=1C=C(C2=C(OC(OC2=O)(CC(C)=O)C)C1C=1C=C(C=CC1)C)CCCCC